C(#N)C=1C(=CC(=NC1)NC(=O)N1CCCC2=CC(=C(N=C12)C=O)CN1C(CN(CC1)C)=O)NC1CSC1 N-(5-cyano-4-(thietan-3-yl-amino)pyridin-2-yl)-7-formyl-6-((4-methyl-2-oxopiperazin-1-yl)methyl)-3,4-dihydro-1,8-naphthyridine-1(2H)-carboxamide